(17-amino-3,6,9,12,15-pentaoxaheptadecyl) carbamate C(N)(OCCOCCOCCOCCOCCOCCN)=O